FC1=C(C=C(C=C1)F)[C@@H]1N(CC(C1)=O)C1=NC=2N(C=C1)N=CC2NC(=O)N[C@@H]2[C@@H](C2)F 1-(5-((R)-2-(2,5-difluorophenyl)-4-oxopyrrolidin-1-yl)pyrazolo[1,5-a]pyrimidin-3-yl)-3-((1S,2R)-2-fluorocyclopropyl)urea